C(C)(C)(C)OC(=O)N1CCCC2=CC=C(N=C12)CCCCNCC(=O)N(C)C 7-(4-((2-(dimethylamino)-2-oxoethyl)amino)butyl)-3,4-dihydro-1,8-naphthyridine-1(2H)-carboxylic acid tert-butyl ester